(hexadecyl)-methyl propionate C(CC)(=O)OCCCCCCCCCCCCCCCCC